4-(7-(3,4-dimethoxyphenyl)pyrazolo[1,5-a]pyrimidine-2-carboxamido)-3-methylbenzoic acid COC=1C=C(C=CC1OC)C1=CC=NC=2N1N=C(C2)C(=O)NC2=C(C=C(C(=O)O)C=C2)C